FC1=CC=C2C=C(C=C(C2=C1C#C[Si](C(C)C)(C(C)C)C(C)C)CO)OCOC [7-fluoro-3-(methoxymethoxy)-8-(2-triisopropylsilylethynyl)-1-naphthyl]-methanol